NC1=NC=2N(C(C=NC2C(=N1)Cl)=O)CC1=CC=C(C=C1)OC 2-amino-4-chloro-8-(4-methoxybenzyl)pteridine-7(8H)-one